NC(C)[C@@]1(O)[C@@H](O)[C@H](O)[C@H](O)[C@@H](O1)C 1-aminoethyl-β-L-fucose